C(C)(C)(C)OC(=O)NCC1(CCN(CC1)C=1N=CC(=NC1)SC=1C(=C(C=CC1)NC(CC(=O)O)=O)Cl)C 3-((3-((5-(4-(((tert-butoxycarbonyl)amino)methyl)-4-methylpiperidin-1-yl)pyrazin-2-yl)thio)-2-chlorophenyl)amino)-3-oxopropanoic Acid